C(C)(=O)OCCCCCCCC\C=C\CC (E)-9-Dodecen-1-ol acetate